tert-Butyl 4-(5-chlorooxazolo[4,5-b]pyridin-2-yl)-2-methyl-piperazine-1-carboxylate ClC1=CC=C2C(=N1)N=C(O2)N2CC(N(CC2)C(=O)OC(C)(C)C)C